Methyl (R,Z)-4-(1-((cyano(4-(trifluoromethyl)phenyl)methylene)amino)-2-phenylethyl)benzoate C(#N)\C(\C1=CC=C(C=C1)C(F)(F)F)=N/[C@H](CC1=CC=CC=C1)C1=CC=C(C(=O)OC)C=C1